N,N-diethyl-benzylamine C(C)N(CC)CC1=CC=CC=C1